ClCC=1C=C2C=CN=C(C2=CC1)N(COCC[Si](C)(C)C)C=1C=NC(=CC1)Cl 6-(chloromethyl)-N-(6-chloropyridin-3-yl)-N-((2-(trimethylsilyl)ethoxy)methyl)isoquinolin-1-amine